(2s,4s)-2-(4-(4-Fluoro-2,3-dimethylphenyl)piperidine-1-carbonyl)-7-oxa-5-azaspiro[3.4]octan FC1=C(C(=C(C=C1)C1CCN(CC1)C(=O)C1CC2(C1)NCOC2)C)C